CC1=C(C=C2C(=NNC2=C1)C=1C=NN(C1)C)C1C[C@@H]2[C@@H](CN(C2)[C@@H]2CS(CCC2)(=O)=O)C1 (S)-3-((3aR,5s,6aS)-5-(6-methyl-3-(1-methyl-1H-pyrazol-4-yl)-1H-indazol-5-yl)hexahydrocyclopenta[c]pyrrol-2(1H)-yl)tetrahydro-2H-thiopyran 1,1-dioxide